rac-1-(((5S,7S)-3-(2-chlorophenyl)-8,8-difluoro-2-oxo-1-oxa-3-azaspiro[4.5]decan-7-yl)methyl)-1H-benzo[d]imidazole-6-carbonitrile ClC1=C(C=CC=C1)N1C(O[C@]2(C1)C[C@H](C(CC2)(F)F)CN2C=NC1=C2C=C(C=C1)C#N)=O |r|